N-[6-(trifluoromethoxy)-1,3-benzothiazol-2-yl]tricyclo[3.3.1.03,7]nonane-3-carboxamide FC(OC1=CC2=C(N=C(S2)NC(=O)C23CC4CC3CC(C2)C4)C=C1)(F)F